C1(=CC=CC=C1)P(=O)(C1=CC=CC=C1)SC(C(=O)OCC)C1=CC=CC=C1 ethyl 2-((diphenylphosphoryl) thio)-2-phenylacetate